8-fluoro-N-(1-methylcyclopropyl)imidazo[1,2-a]pyridine-6-sulfonamide FC=1C=2N(C=C(C1)S(=O)(=O)NC1(CC1)C)C=CN2